N-[[[2-[4-(2-ethyl-4,6-dimethyl-1H-imidazo[4,5-c]pyridin-1-yl)phenyl]ethyl]amino]carbonyl]-4-methyl-benzenesulfonamide C(C)C=1N(C2=C(C(=NC(=C2)C)C)N1)C1=CC=C(C=C1)CCNC(=O)NS(=O)(=O)C1=CC=C(C=C1)C